methoxybenzene sodium [Na].COC1=CC=CC=C1